BrC1=CC(=C(C=C1F)C(C)=O)O 1-(4-bromo-5-fluoro-2-hydroxyphenyl)ethane-1-one